phosphomethyl phosphate P(=O)(OCP(=O)=O)([O-])[O-]